1-(5-((4-amino-6-chloro-1H-pyrazolo[3,4-d]pyrimidin-1-yl)methyl)-2-(trifluoromethyl)phenethyl)-6-oxo-1,6-dihydropyridazine-3-carboxylic acid methyl ester COC(=O)C1=NN(C(C=C1)=O)CCC1=C(C=CC(=C1)CN1N=CC=2C1=NC(=NC2N)Cl)C(F)(F)F